Urethan methacrylat C(C(=C)C)(=O)O.NC(=O)OCC